2-(6-((2S,5R)-4-(1-(4-fluoro-2-methoxyphenyl)ethyl)-2,5-dimethylpiperazin-1-yl)-3,9-dimethyl-2-oxo-3,9-dihydro-2H-purin-8-yl)acetonitrile FC1=CC(=C(C=C1)C(C)N1C[C@@H](N(C[C@H]1C)C=1C=2N=C(N(C2N(C(N1)=O)C)C)CC#N)C)OC